3-(3-iodophenyl)-6,7-dihydro-5H-[1,2,4]triazolo[3,4-b][1,3]thiazine IC=1C=C(C=CC1)C1=NN=C2SCCCN21